BrC=1C=C2CC(N=CC2=CC1)CO 6-bromo-3-(hydroxymethyl)-3,4-dihydroisoquinolin